(R)-2-methyl-N-((1R,9R,10R,11R,12R,13S,14R,Z)-12,13,14-trihydroxy-9-methyl-15-oxa-2-thiabicyclo[9.3.1]pentadec-7-en-10-yl)propane-2-sulfonamide CC(C)(C)S(=O)(=O)N[C@@H]1[C@@H](\C=C/CCCCS[C@@H]2[C@@H]([C@H]([C@H]([C@@H]1O2)O)O)O)C